N1C(=NC2=C1C=CC=C2)CNC2=NN(C1=NC(=CN=C12)C1CC1)CC(C)(O)C 1-(3-{[(1H-benzimidazol-2-yl)methyl]amino}-6-cyclopropyl-1H-pyrazolo[3,4-b]pyrazin-1-yl)-2-methylpropan-2-ol